2-(2-{[3-oxo-8-(pyridin-2-yl)-1H,2H,3H-benzo[e]isoindol-2-yl]methyl}prop-2-enamido)acetic acid O=C1N(CC=2C3=C(C=CC12)C=CC(=C3)C3=NC=CC=C3)CC(C(=O)NCC(=O)O)=C